NC1=NC=C(C=C1OCC=1C=C(C=CC1)NC(C1=C(C=CC=C1)F)=O)Cl N-(3-(((2-amino-5-chloropyridin-3-yl)oxy)methyl)phenyl)-2-fluoro-benzamide